C1(CC1)C(=O)C=1C(=CC(=NC1)NC1=NC(=NC=C1)C=1C=NN(C1)S(=O)(=O)C1CC1)NCC1CCC(CC1)CNC(C(C)C)=O N-(((1r,4r)-4-(((5-(Cyclopropanecarbonyl)-2-((2-(1-(cyclopropylsulfonyl)-1H-pyrazol-4-yl)pyrimidin-4-yl)amino)pyridin-4-yl)amino)methyl)cyclohexyl)methyl)isobutyramide